NC1=NC(=CC(=C1)OC1=C(C=C(C=C1)NC(C)=O)C)Cl N-(4-((2-amino-6-chloropyridin-4-yl)oxy)-3-methylphenyl)acetamide